ClC=1C=C2C3=C(NC2=C(C1)C1=CC=C(C=C1)OCC1CN(CC1)C)C(=NC=C3)C 6-chloro-1-methyl-8-[4-(1-methyl-pyrrolidin-3-ylmethoxy)-phenyl]-9H-pyrido[3,4-b]indole